ClC1=C(CN2CCN(C3=CC=CC=C23)CCCN2CCCCC2)C=CC=C1 1-(4-(2-chlorobenzyl)-3,4-dihydroquinoxalin-1(2H)-yl)-3-(piperidin-1-yl)propan